benzyl α-glutamate N[C@@H](CCC(=O)[O-])C(=O)OCC1=CC=CC=C1